5-{2-chloro-5H-pyrrolo[2,3-b]Pyrazin-5-yl}quinoline ClC=1N=C2C(=NC1)N(C=C2)C2=C1C=CC=NC1=CC=C2